C1(=CC(=CC=C1)C[C@H](C(=O)O)[C@@H]1CN(CC1)C(=O)OC(C)(C)C)C[C@H](C(=O)O)[C@@H]1CN(CC1)C(=O)OC(C)(C)C (2S,2'S)-3,3'-(1,3-phenylene)bis(2-((R)-1-(tert-butoxycarbonyl)pyrrolidin-3-yl)propanoic acid)